4-Cyclopropyl-4-oxobutanoic acid tert-butyl ester C(C)(C)(C)OC(CCC(=O)C1CC1)=O